5-Acetyl-7-hydroxy-2-methyl-chromone C(C)(=O)C1=C2C(C=C(OC2=CC(=C1)O)C)=O